OC1=C(C=C(C(=C1)O)C1=CC=C(C=C1)C)C1=C(C(=NO1)C(=O)NCC)C1=CC=C(C=C1)CN1CCOCC1 5-(4,6-dihydroxy-4'-methyl-[1,1'-biphenyl]-3-yl)-N-ethyl-4-(4-(morpholinomethyl)phenyl)isoxazole-3-carboxamide